4-(bis(4-methoxybenzyl)amino)-1-(4-(pyrrolidin-1-ylmethyl)benzyl)-1H-imidazo[4,5-c]Quinoline-2-carboxylic acid methyl ester COC(=O)C=1N(C2=C(C(=NC=3C=CC=CC23)N(CC2=CC=C(C=C2)OC)CC2=CC=C(C=C2)OC)N1)CC1=CC=C(C=C1)CN1CCCC1